C1(CCCC1)NC(=O)N1C[C@H](N(CC1)CC=1C=CC2=C(C(=NO2)N2C(NC(CC2)=O)=O)C1)C (R)-N-cyclopentyl-4-((3-(2,4-dioxotetrahydropyrimidin-1(2H)-yl)benzo[d]isoxazol-5-yl)methyl)-3-methylpiperazine-1-carboxamide